(E)-1-(2-((4-acetylphenyl)ethynyl)phenyl)-3-phenylpropan-2-en-1-one C(C)(=O)C1=CC=C(C=C1)C#CC1=C(C=CC=C1)C(\C=C\C1=CC=CC=C1)=O